IC1=CC(=C(N)C(=C1)C(C)C)C(C)C 4-iodo-2,6-bis(1-methylethyl)aniline